C1(CC1)OC1=CC=C2C(=NN(C2=C1)C1=CC=C(C=C1)C(F)(F)F)CNC(C=C)=O N-((6-cyclopropoxy-1-(4-(trifluoromethyl)phenyl)-1H-indazol-3-yl)methyl)acrylamide